N-(5-cyano-4-((2-methoxyethyl)amino)pyridin-2-yl)-4-(1-methylpyrrolidine-3-carboxamido)-7-formyl-3,4-dihydro-2,4-methylene-1,8-naphthyridine-1(2H)-carboxamide C(#N)C=1C(=CC(=NC1)NC(=O)N1C2CC(C3=CC=C(N=C13)C=O)(C2)NC(=O)C2CN(CC2)C)NCCOC